CC=1C=C(C=CC1)NC1=CC=C(C=C1)C1=CC=C(C=C1)N N'-(3-methylphenyl)-1,1'-biphenyl-4,4'-diamine